N-((1-benzylcyclopropyl)methyl)-1-methyl-5-oxo-4,5-dihydro-1H-1,2,4-triazole-3-carboxamide C(C1=CC=CC=C1)C1(CC1)CNC(=O)C1=NN(C(N1)=O)C